(E)-3-(2-(4-(benzo[d][1,3]dioxole-5-carbonyl)piperazin-1-yl)phenyl)-N-hydroxyacrylamide O1COC2=C1C=CC(=C2)C(=O)N2CCN(CC2)C2=C(C=CC=C2)/C=C/C(=O)NO